C(C)(SCC(CO)C1=CC=NC=C1)=O S-(3-Hydroxy-2-(pyridin-4-yl)propyl) ethanethioate